CN(C)C=C1C(CC2=C(C(=C(O2)C(=O)[O-])C)C1=O)C 5-[(dimethylamino)methylidene]-3,6-dimethyl-4-oxo-4,5,6,7-tetrahydro-1-benzofuran-2-carboxylate